ClC1=C(CN(C(C2=CC(=CC=C2)Cl)=O)[C@H](C)C=2C=NC=CC2)C=CC(=C1)Cl (R)-N-(2,4-dichlorobenzyl)-3-chloro-N-(1-(pyridin-3-yl)ethyl)benzamide